O=C1NC(CC[C@@H]1NC(C1=C(C=CC=C1)F)=O)=O N-[(3S)-2,6-dioxopiperidin-3-yl]-2-fluorobenzamide